pyrimido[5,4-d]pyrimidinone N1C(N=CC2=C1C=NC=N2)=O